ClC1=CC=CC2=C1NC(=N2)C(=O)N2[C@@H](C1=C(C[C@H]2C)N=C(S1)C)C trans-(7-Chloro-1H-benzo[d]imidazol-2-yl)((4R,6R)-2,4,6-trimethyl-6,7-dihydrothiazolo[5,4-c]pyridin-5(4H)-yl)methanone